BrCCCCI 1-bromo-4-iodobutane